6-chloro-7-fluoro-2-(3-fluoro-1H-1,2,4-triazol-5-yl)-5-methoxy-3-(1H-pyrazol-4-yl)-1H-indole ClC1=C(C=C2C(=C(NC2=C1F)C1=NC(=NN1)F)C=1C=NNC1)OC